CN(C(=O)C1(CC(C1)NC=1N=CC2=C(N1)NC=C2C=2C=C1N=CC=NC1=CC2)C)C N,N,1-trimethyl-3-((5-(quinoxalin-6-yl)-7H-pyrrolo[2,3-d]pyrimidin-2-yl)amino)cyclobutane-1-carboxamide